4-[tert-butyl(dimethyl)silyl]oxy-6-fluoro-1,2,3,4-tetrahydroquinoline-8-carbonitrile [Si](C)(C)(C(C)(C)C)OC1CCNC2=C(C=C(C=C12)F)C#N